N-[1-(3-Chloro-5-fluoropyridin-2-yl)ethyl]-3-(5-methyl-1,3-thiazol-2-yl)-5-[(3R)-tetrahydrofuran-3-ylmethoxy]benzamide ClC=1C(=NC=C(C1)F)C(C)NC(C1=CC(=CC(=C1)OC[C@H]1COCC1)C=1SC(=CN1)C)=O